4-(1-hydroxycyclohexane-1-carbonyl)benzaldehyde OC1(CCCCC1)C(=O)C1=CC=C(C=O)C=C1